BrC1=C(N(C=2N(C1=O)N=C(N2)C=2CCOC(C2)C)CC(=O)NC2=C(C=C(C=C2)C(F)(F)F)Cl)CC 2-[6-bromo-5-ethyl-2-(6-methyl-3,6-dihydro-2H-pyran-4-yl)-7-oxo-[1,2,4]triazolo[1,5-a]pyrimidin-4-yl]-N-[2-chloro-4-(trifluoromethyl)phenyl]acetamide